4-(mercaptomethyl)piperidine SCC1CCNCC1